(S)-4-phenyl-Oxazolidin-2-one-5,5-d2 C1(=CC=CC=C1)[C@@H]1NC(OC1([2H])[2H])=O